N-(4-{[6-chloro-2-(trifluoromethyl)quinolin-4-yl]amino}cyclohexyl)-1-(4-chlorophenyl)-5-methyl-1H-pyrazole-4-carboxamide ClC=1C=C2C(=CC(=NC2=CC1)C(F)(F)F)NC1CCC(CC1)NC(=O)C=1C=NN(C1C)C1=CC=C(C=C1)Cl